5,6-dihydro-3-methoxy-7-phenylbenzo[c]xanthylium COC=1C=CC2=C(CCC=3C(=C4C=CC=CC4=[O+]C23)C2=CC=CC=C2)C1